3-(3-{4-[(cis)-hexahydro-1H-furo[3,4-c]pyrrole-5-carbonyl]phenyl}-1,2-oxazol-5-yl)-5-fluoro-6-(2-methoxyethoxy)-1H-indazole C1OC[C@@H]2[C@H]1CN(C2)C(=O)C2=CC=C(C=C2)C2=NOC(=C2)C2=NNC1=CC(=C(C=C21)F)OCCOC